3-(1-n-butyl-1H-indol-3-yl)-3-oxopropionitrile C(CCC)N1C=C(C2=CC=CC=C12)C(CC#N)=O